CC1(CC(C(C(C1)=CC=1SC=CC1)=O)=CC=1SC=CC1)C 4,4-dimethyl-2,6-bis(thiophene-2-ylmethylene)cyclohexanone